N(=[N+]=[N-])C=1CC2C(C(OC=3C=C(C=C(C23)O)CCCCC)(C)C)CC1 9-Azido-6,6-dimethyl-3-pentyl-6a,7,10,10a-tetrahydrobenzo[c]chromen-1-ol